tert-Butyl N-[(2R)-2-[(E)-3-(4,4,5,5-tetramethyl-1,3,2-dioxaborolan-2-yl)allyloxy]propyl]carbamate CC1(OB(OC1(C)C)/C=C/CO[C@@H](CNC(OC(C)(C)C)=O)C)C